1-Bromo-5-fluoro-4-iodo-2-methyl-benzene BrC1=C(C=C(C(=C1)F)I)C